3-(4-(3-chloro-4-((3,5-difluoropyridin-2-yl)methoxy)-5',6-dimethyl-2-carbonyl-2H-[1,4'-bipyridine]-2'-yl)thiazol-2-yl)-3-methylbutyronitrile ClC=1C(N(C(=CC1OCC1=NC=C(C=C1F)F)C)C1=CC(=NC=C1C)C=1N=C(SC1)C(CC#N)(C)C)=C=O